CC(C)(C)[S@@](=O)NC(C)C=1C=C2CCN(C2=CC1)C(C1=CC(=CC=C1)F)=O (R)-2-methyl-N-(1-(1-(3-fluorobenzoyl)-2,3-dihydro-1H-indol-5-yl)ethyl)propane-2-sulfinamide